FC1=C(C=CC(=C1)[N+](=O)[O-])B(O)O (2-fluoro-4-nitrophenyl)boronic acid